7-(4-chlorophenyl)-6-isopropyl-2-sulfanyl-3H-imidazo[2,1-f][1,2,4]triazin-4-one ClC1=CC=C(C=C1)C1=C(N=C2C(NC(=NN21)S)=O)C(C)C